2-iodo-4-(trifluoromethoxy)aniline IC1=C(N)C=CC(=C1)OC(F)(F)F